CN1C2=C(OCC1=O)C=C(C=C2)NC2=CC(=C(C=C2)N2CCC(CC2)C(F)(F)F)OCCC 4-methyl-7-((3-propoxy-4-(4-(trifluoromethyl)piperidin-1-yl)phenyl)amino)-2H-benzo[b][1,4]oxazin-3(4H)-one